C1(CCCCC1)(C=1C(=C(C=CC1)O)C1=CC=CC=C1)C=1C(=C(C=CC1)O)C1=CC=CC=C1 cyclohexylidenebis[2-phenylphenol]